N-(3-sulfopropyl)-N-(methacryloyloxyethyl)-N,N-dimethylammonium S(=O)(=O)(O)CCC[N+](C)(C)CCOC(C(=C)C)=O